butyl-rel-(6S,7R)-7-({[1-(5-fluoropyrimidin-2-yl)piperidin-4-yl]oxy}methyl)-2-oxo-4-oxa-1,8-diazaspiro[5.5]undecane-8-carboxylate C(CCC)OC(=O)N1[C@H]([C@]2(COCC(N2)=O)CCC1)COC1CCN(CC1)C1=NC=C(C=N1)F |o1:8,9|